isopropyl (trans-4-(5-(2-(N-(tert-butyl)sulfamoyl)-4-(2-(methylamino)ethoxy)phenyl) thiazol-2-yl)cyclohexyl)carbamate C(C)(C)(C)NS(=O)(=O)C1=C(C=CC(=C1)OCCNC)C1=CN=C(S1)[C@@H]1CC[C@H](CC1)NC(OC(C)C)=O